OC(C1=C(C=CC=C1)O)C1=CC=CC=C1 2-[hydroxy(phenyl)methyl]phenol